The molecule is a hydroxybenzoate that is the conjugate base of mesalamine, arising from deprotonation of the carboxy group. It is a hydroxybenzoate and an aminobenzoate. It derives from a salicylate. It is a conjugate base of a mesalamine. C1=CC(=C(C=C1N)C(=O)O)[O-]